FC1=C(C(=CC=C1C1COCC1)N)N 3-fluoro-4-(tetrahydrofuran-3-yl)benzene-1,2-diamine